C(C)(C)(C)N(C(O)=O)C1=C(C=C(C(=C1)Cl)C(F)(F)F)[N+](=O)[O-].CC1(COC1)C1=C(C2=CC=CC=C2C(=C1)F)OC 3-methyl-3-(1-methoxy-4-fluoronaphthyl)oxetane Tert-butyl-(5-chloro-2-nitro-4-(trifluoromethyl)phenyl)carbamate